ClC=1C(=CC(=C(C(=O)NC2=CC(=NC=C2)[S@@](=O)(=N)C)C1)N1C[C@H](OCC1)C(F)(F)F)C(F)(F)F 5-chloro-N-(2-((R)-S-methylsulfonimidoyl)pyridin-4-yl)-4-(trifluoromethyl)-2-((S)-2-(trifluoromethyl)morpholino)benzamide